N-(3-bromo-1-(6-ethyl-2-(2-fluoroprop-2-yl)pyrimidin-4-yl)-1H-pyrazolo[4,3-c]pyridin-6-yl)acetamide BrC1=NN(C2=C1C=NC(=C2)NC(C)=O)C2=NC(=NC(=C2)CC)C(C)(C)F